C=C1C(NC2CC12)=O 4-methylene-2-azabicyclo[3.1.0]hexan-3-one